(1R,3S,5R)-N-(6-bromopyrazin-2-yl)-2-azabicyclo[3.1.0]Hexane-3-carboxamide hydrochloride Cl.BrC1=CN=CC(=N1)NC(=O)[C@H]1N[C@@H]2C[C@@H]2C1